C(C)(C)(C)NC(=O)[C@@H]1[C@]2(C)[C@@H](CC1)[C@@H]1CC=C3C=CCC[C@]3(C)[C@H]1CC2 17β-(N-tert-butyl-amino-formyl)androsta-3,5-diene